N1-(2-(pyridin-4-yl)-1,7-naphthyridin-4-yl)propane-1,3-diamine N1=CC=C(C=C1)C1=NC2=CN=CC=C2C(=C1)NCCCN